C1(=CC=CC=C1)C=1N=C2N(C=CN=C2)C1NC=1C=C(C(=O)NC(C)C)C=CC1 3-[(2-phenylimidazo[1,2-a]pyrazin-3-yl)amino]-N-propan-2-ylbenzamide